4-(D-Alanyl-D-alanyl)-N-(1-(4-(((trans-4-aminocyclohexyl)(ethyl)amino)methyl)phenyl)-2-oxo-1,2-dihydropyrimidin-4-yl)piperazine-1-carboxamide hydrochloride salt Cl.N[C@H](C)C(=O)N[C@H](C)C(=O)N1CCN(CC1)C(=O)NC1=NC(N(C=C1)C1=CC=C(C=C1)CN(CC)[C@@H]1CC[C@H](CC1)N)=O